tert-butyl 4-([isopropyl[(1r,3r)-3-[[2-(2,6-dioxopiperidin-3-yl)-4-methoxy-1-oxo-3H-isoindol-5-yl]oxy]cyclobutyl]amino]methyl)piperidine-1-carboxylate C(C)(C)N(C1CC(C1)OC=1C(=C2CN(C(C2=CC1)=O)[C@H]1C(NC(CC1)=O)=O)OC)CC1CCN(CC1)C(=O)OC(C)(C)C